ClC=1C=CC2=C(N=C(O2)C2CC3(CC(C3)NC(=O)C=3OC(=CC3)NS(=O)(=O)C)C2)C1 N-[6-(5-chloro-1,3-benzoxazol-2-yl)spiro[3.3]heptane-2-yl]-5-(methylsulfonylamino)furan-2-carboxamide